N-(6-((1-acryloylpiperidin-4-yl)oxy)-7-methoxyquinazolin-4-yl)-4-fluorobenzamide C(C=C)(=O)N1CCC(CC1)OC=1C=C2C(=NC=NC2=CC1OC)NC(C1=CC=C(C=C1)F)=O